CN(CCOC=1C=CC(=C(C(=O)N[C@H](C)C2=CC(=CC(=C2)C=2C=NN(C2)C)C2=NN(C=C2)CCF)C1)C)C (R)-5-(2-(dimethylamino)ethoxy)-N-(1-(3-(1-(2-fluoroethyl)-1H-pyrazol-3-yl)-5-(1-methyl-1H-pyrazol-4-yl)phenyl)ethyl)-2-methylbenzamide